C(C)OC(C(C(=O)O)C(C)C1CC(CCC1)(C)C)=O 1-(3,3-dimethylcyclohexyl)ethyl-propanedioic acid ethyl ester